(2,5-difluorobenzoyl)-4'-(3,4-dihydroxyphenyl)-1'-methylspiro[indoline-3,2'-pyrrolidin]-2-one FC1=C(C(=O)C2C3(N(CC2C2=CC(=C(C=C2)O)O)C)C(NC2=CC=CC=C23)=O)C=C(C=C1)F